N-(6-((5-cyclopropyl-2-((5-ethyl-2-methoxy-4-(4-(4-methylpiperazin-1-yl)piperidin-1-yl)phenyl)amino)pyrimidin-4-yl)amino)quinoxalin-5-yl)methanesulfonamide C1(CC1)C=1C(=NC(=NC1)NC1=C(C=C(C(=C1)CC)N1CCC(CC1)N1CCN(CC1)C)OC)NC=1C(=C2N=CC=NC2=CC1)NS(=O)(=O)C